ClC1=CC(=C2C(=N1)C(=C(S2)C(C=O)C)C)N(C(OC(C)(C)C)=O)CC=2OC=CC2 tert-butyl (5-chloro-3-methyl-2-(1-oxopropan-2-yl)thieno[3,2-b]pyridin-7-yl)(furan-2-ylmethyl)carbamate